(R)-1'-(5-Amino-1-(2,3-dimethylphenyl)-1H-pyrazole-4-carbonyl)-6-chloro-5-fluorospiro[benzo[d][1,3]oxazine-4,3'-piperidin]-2(1H)-one NC1=C(C=NN1C1=C(C(=CC=C1)C)C)C(=O)N1C[C@@]2(CCC1)C1=C(NC(O2)=O)C=CC(=C1F)Cl